C(CC)/C(=C/C(=O)[O-])/CCCCCCCCCC (Z)-3-propyltridec-2-enoate